C(C)C1=NC(=NO1)C=1C=C2CCC[C@H](C2=CC1)NC(=O)C1=CC=NN1C (R)-N-(6-(5-ethyl-1,2,4-oxadiazol-3-yl)-1,2,3,4-tetrahydronaphthalen-1-yl)-1-methyl-1H-pyrazole-5-carboxamide